Cl.NCC(=O)N[C@@H](C(C)C)C(=O)OC methyl glycyl-L-valinate hydrochloride